NC1=C(C(=NN1C(C)C)C)C#N 5-amino-1-isopropyl-3-methylpyrazole-4-carbonitrile